COC=1C(=NC=CC1)B1OC(C(O1)(C)C)(C)C 3-methoxy-2-(4,4,5,5-tetramethyl-1,3,2-dioxaborolan-2-yl)pyridine